hydrazinyl-pyrrolo-pyridine N(N)C1=CC2=C(C=CC=N2)N1